Dimethylsulfonyltrimethoxysilane CS(=O)(=O)C(O[SiH](OC)OC)S(=O)(=O)C